BrC=1C=C2C(C=3C=CC=CC3N3C2=C(C1)C(C=1C=CC=CC13)=O)=O 7-bromoquinolino[3,2,1-de]acridine-5,9-dione